ClC1=C(C=C2C=CNC2=C1)C=1C=CC(=NC1OC)N(C)C 5-(6-chloro-1H-indol-5-yl)-6-methoxy-N,N-dimethylpyridin-2-amine